(2S)-N-[4-(3-Anilino-5-methyl-4-oxo-4,5-dihydro-1H-pyrrolo[3,2-c]pyridin-2-yl)pyridin-2-yl]-2-(4-fluorophenyl)propenamid N(C1=CC=CC=C1)C1=C(NC2=C1C(N(C=C2)C)=O)C2=CC(=NC=C2)NC(C(=C)C2=CC=C(C=C2)F)=O